N-(3-aminopropyl)-2-chloro-4-((3-iodoimidazo[1,2-a]pyrazin-8-yl)amino)benzamide 2,2,2-trifluoroacetate FC(C(=O)O)(F)F.NCCCNC(C1=C(C=C(C=C1)NC=1C=2N(C=CN1)C(=CN2)I)Cl)=O